(R)-(-)-5-oxo-2-tetrahydrofuranic acid O=C1CC[C@@H](O1)C(=O)O